(S)-3-hydroxypropane-1,2-diyldistearate OC[C@@H](CCCCCCCCCCCCCCCCCCC(=O)[O-])CCCCCCCCCCCCCCCCCC(=O)[O-]